C[Si](OC(=O)CNCCC[Si](OC)(C)C)(C)C N-(trimethylsiloxycarbonyl)methyl-3-aminopropyl-dimethylmethoxysilane